Cl.Cl.N[C@@H]1CN(C[C@@H](C1)C)C1=C(C=NC=C1)NC(=O)C=1C(=C(C(=CC1)F)C1=C(C(=CC=C1F)C)F)F N-(4-((3S,5R)-3-amino-5-methylpiperidin-1-yl)pyridin-3-yl)-2,2',6,6'-tetrafluoro-3'-methyl-[1,1'-biphenyl]-3-carboxamide dihydrochloride